(S)-5-amino-N-(1-fluoroprop-2-yl)-1-methyl-1H-pyrazole-3-carboxamide NC1=CC(=NN1C)C(=O)N[C@H](CF)C